C1(=CCCCC1)B1OC(C(O1)(C)C)(C)C (cyclohex-1-en-1-yl)-4,4,5,5-tetramethyl-1,3,2-dioxaborolan